ClC=1C(=NC(=NC1)NC1CCOCC1)C1=CC=C2CN(C(C2=C1)=O)CC(=O)NC(CO)(CC)C1=CC=CC=C1 2-(6-{5-Chloro-2-[(oxan-4-yl)amino]pyrimidin-4-yl}-1-oxo-2,3-dihydro-1H-isoindol-2-yl)-N-(1-hydroxy-2-phenylbutan-2-yl)acetamid